5-butyl-1,3,3-trimethyloctahydrobenzo[c]isoxazole C(CCC)C1CC2C(N(OC2(C)C)C)CC1